glycyl-D-glutamine NCC(=O)N[C@H](CCC(N)=O)C(=O)O